1-(8Z,11Z,14Z,17Z-eicosatetraenoyl)-2-docosanoyl-sn-glycero-3-phosphocholine CCCCCCCCCCCCCCCCCCCCCC(=O)O[C@H](COC(=O)CCCCCC/C=C\C/C=C\C/C=C\C/C=C\CC)COP(=O)([O-])OCC[N+](C)(C)C